C(C)(C)(C)OC(=O)C=1C=CC2=C(N(C(=N2)CN2CC3=CC(=CC=C3CC2)OCC2=CC=C(C=C2)C#N)C[C@H]2OCC2)C1 (S)-2-((7-((4-cyanobenzyl)oxy)-3,4-dihydroisoquinolin-2(1H)-yl)methyl)-1-((oxetan-2-yl)methyl)-1H-benzo[d]imidazole-6-carboxylic acid tert-butyl ester